5-amino-2-((2,2-dimethyl-1,3-dioxan-5-yl)methyl)-8-(2,6-dimethylpyridin-4-yl)-7-phenyl-[1,2,4]triazolo[4,3-c]pyrimidin-3(2H)-one NC1=NC(=C(C=2N1C(N(N2)CC2COC(OC2)(C)C)=O)C2=CC(=NC(=C2)C)C)C2=CC=CC=C2